5-(4-chlorophenoxy)-3-(((3-fluoropyridin-2-yl)methyl)amino)-4H-benzo[e][1,2,4]thiadiazine 1,1-dioxide ClC1=CC=C(OC2=CC=CC3=C2NC(=NS3(=O)=O)NCC3=NC=CC=C3F)C=C1